NC1CCN(CC1)C1=C(N=NC2=CC(=C(C=C12)C=1C(=C(C#N)C=CC1)O)Cl)C1=CC(=CC(=C1)C)F 3-[4-(4-Aminopiperidin-1-yl)-7-chloro-3-(3-fluoro-5-methylphenyl)cinnolin-6-yl]-2-hydroxybenzonitril